4-[5-(4-phenylpyrazol-1-yl)-2-(2-pyridyl)pyrazolo[1,5-a]pyrimidin-7-yl]morpholine C1(=CC=CC=C1)C=1C=NN(C1)C1=NC=2N(C(=C1)N1CCOCC1)N=C(C2)C2=NC=CC=C2